tert-butyl 3-[2-[4-[[[2-(2,6-dioxo-3-piperidyl)-1,3-dioxo-isoindolin-4-yl]amino]methyl]triazol-1-yl]ethoxy]propanoate O=C1NC(CCC1N1C(C2=CC=CC(=C2C1=O)NCC=1N=NN(C1)CCOCCC(=O)OC(C)(C)C)=O)=O